C(#N)C1=CC=C2C(=CNC2=C1)C1=NC(=NC=C1OC(F)F)N[C@@H]1CN(CCC1)C(=O)OC(C)(C)C tert-butyl (3S)-3-[[4-(6-cyano-1H-indol-3-yl)-5-(difluoromethoxy)pyrimidin-2-yl]amino]piperidine-1-carboxylate